ClC1=C(CC=2NC=C(N2)C2=C(C=C(C=C2)Cl)Cl)C=CC=C1Cl 2-(2,3-Dichlorobenzyl)-4-(2,4-dichlorophenyl)imidazole